CNCC=1C(=NC=CC1)B(O)O (3-((methylamino)methyl)pyridin-2-yl)boronic acid